C1(=CCCC1)C=1C=CC2=C(SC3=C2C=CC(=C3F)OCC)C1F 3-(cyclopenten-1-yl)-7-ethoxy-4,6-difluorodibenzothiophene